4-{[(6-Chloropyridin-3-yl)methyl](3,4,5-trifluorobenzyl)amino}furan ClC1=CC=C(C=N1)CN(C=1C=COC1)CC1=CC(=C(C(=C1)F)F)F